N=1C=NN2C1C=CC(=C2)C2=CC=C1[C@H](CN(CC1=C2)C(=O)O)C2=CC(=C(C=C2)Cl)Cl |r| rac-7-([1,2,4]triazolo[1,5-a]pyridin-6-yl)-4-(3,4-dichlorophenyl)-3,4-dihydroisoquinoline-2(1H)-carboxylic acid